1-(4-(2-(2,6-dimethylpyridin-4-yl)-3-isopropyl-1H-indol-5-yl)piperidin-1-yl)-2-(methyl-((5-methylisoxazol-3-yl)methyl)amino)ethan-1-one CC1=NC(=CC(=C1)C=1NC2=CC=C(C=C2C1C(C)C)C1CCN(CC1)C(CN(CC1=NOC(=C1)C)C)=O)C